ClC1=C(CNC(=O)[C@]2(C=3C=C(C=NC3C(CC2)=O)C)F)C=CC(=C1)F (S)-N-(2-chloro-4-fluorobenzyl)-5-fluoro-3-methyl-8-oxo-5,6,7,8-tetrahydroquinoline-5-carboxamide